NC1=NC(=C(C=2N1C(N(N2)C[C@H]2OCCC2)=O)C2=CC(=NC(=C2)C)CO)C2=CC=CC=C2 5-amino-8-[2-(hydroxymethyl)-6-methyl-4-pyridyl]-7-phenyl-2-[[(2S)-tetrahydrofuran-2-yl]methyl]-[1,2,4]triazolo[4,3-c]pyrimidin-3-one